FC1(CC(C1)N1C(C=CC=C1)=O)F 1-(3,3-difluorocyclobutyl)-2-oxo-1,2-dihydropyridin